2-(5-methoxypyrazin-2-yl)-3-(4-((6-methylpyridin-2-yl)oxy)phenyl)acrylonitrile COC=1N=CC(=NC1)C(C#N)=CC1=CC=C(C=C1)OC1=NC(=CC=C1)C